C(C(C)C)ONC(O)=O.C(N)(OCC(C)C)=O isobutyl carbamate (isobutoxycarbamate)